C=CCCCCCCCCCCCCCCCC Octadecanen